C(C)OC(=O)C1=C(C=2N=C(N=C(C2N1COCC[Si](C)(C)C)OC(C)(C)C)SC)F.FC1=CC(=C(C=N1)CNC(CC=C)=O)I N-((6-fluoro-4-iodopyridin-3-yl)methyl)but-3-enamide Ethyl-4-(tert-butoxy)-7-fluoro-2-(methylthio)-5-((2-(trimethylsilyl)ethoxy)methyl)-5H-pyrrolo[3,2-d]pyrimidine-6-carboxylate